[Si](C)(C)(C(C)(C)C)OC[C@@]1(CN(C=2N=C(N=CC21)NC2=CC(=C(C=C2)N2CCN(CC2)C)C)C2=NN(C=C2)C)C (S)-5-(((tert-butyldimethylsilyl)oxy)methyl)-5-methyl-7-(1-methyl-1H-pyrazol-3-yl)-N-(3-methyl-4-(4-methylpiperazin-1-yl)phenyl)-6,7-dihydro-5H-pyrrolo[2,3-d]pyrimidin-2-amine